C1(=CC=C(C=C1)C1=C(C#N)C=CC=C1)C 2-(p-tolyl)benzonitrile